CC1=CC=C(C(=O)O[C@H]([C@H](C(=O)O)OC(C2=CC=C(C=C2)C)=O)C(=O)O)C=C1.NC1=CC(=C(C(=O)NC[C@H]2N(CCC2)CC)C=C1S(=O)(=O)CC)OC (S)-4-amino-N-((1-ethylpyrrolidin-2-yl)methyl)-5-(ethyl-sulfonyl)-2-methoxybenzamide (2R,3R)-bis((4-methylbenzoyl)oxy)succinic acid salt